(S)-tert-butyl 3-(hydroxymethyl)pyrrolidine-1-carboxylate OC[C@@H]1CN(CC1)C(=O)OC(C)(C)C